OCCN1C(CNCC1)=O N-(2-hydroxyethyl)piperazin-2-one